tert-butyl (S)-{1-[2-(6-hydroxymethylbenzo[d]isoxazol-3-yl)phenyl]-2-(pyridine-2-yl)ethyl}carbamate OCC1=CC2=C(C(=NO2)C2=C(C=CC=C2)[C@H](CC2=NC=CC=C2)NC(OC(C)(C)C)=O)C=C1